(3R)-3-[4-(1,4-dioxaspiro[4.5]decan-8-yl)indolin-1-yl]piperidine-2,6-dione O1CCOC12CCC(CC2)C2=C1CCN(C1=CC=C2)[C@H]2C(NC(CC2)=O)=O